2,4-diamino-3'-trifluoromethylazobenzene NC1=C(C=CC(=C1)N)N=NC1=CC(=CC=C1)C(F)(F)F